BrC1=CC=C(COC2=CC=C3CCN(CC3=C2)C(=O)OC(C)(C)C)C=C1 tert-butyl 7-((4-bromobenzyl) oxy)-3,4-dihydroisoquinoline-2(1H)-carboxylate